3-{2-amino-3-(2-carboxyethoxy)-2-[(2-carboxyethoxy)methyl]propoxy}propanoic acid NC(COCCC(=O)O)(COCCC(=O)O)COCCC(=O)O